lithium 2-hydroxy-4'-(2-hydroxyethoxy)-2-methylbenzophenone OC1(C(C(=O)C2=CC=C(C=C2)OCCO)C=CC=C1)C.[Li]